COC1=NC(=CC=C1)B1OC(C(O1)(C)C)(C)C 2-methoxy-6-(4,4,5,5-tetramethyl-1,3,2-dioxaborolan-2-yl)pyridine